Cl.Cl.CN1N=C(C2=CC=C(C(=C12)C(F)(F)F)C1CCN(CC1)CC1CCNCC1)C1C(NC(CC1)=O)=O 3-(1-methyl-6-(1-(piperidin-4-ylmethyl)piperidin-4-yl)-7-(trifluoromethyl)-1H-indazol-3-yl)piperidine-2,6-dione dihydrochloride